[N+](=[N-])=C(C(=O)OCC)C(C)=O ethyl 2-diazo-3-oxo-butanoate